4-monohydroxycinnamic acid OC1=CC=C(C=CC(=O)O)C=C1